ClC1=CC=C(C(=N1)C(=O)OC(C)(C)C)N[C@H](C)C=1C=C(C=C2C(C(=C(OC12)C1CCC1)C)=O)C tert-Butyl 6-chloro-3-[[(1R)-1-(2-cyclobutyl-3,6-dimeth-yl-4-oxo-chromen-8-yl)-ethyl]amino]pyridine-2-carboxylate